C(C)(=O)O[C@@H]([C@H](N[C@H]1[C@@H]([C@@H](O)[C@H](OC(C)=O)[C@H](O1)COC(C)=O)NC(C)=O)C(=O)O)C 3,4,6-tri-O-acetyl-2-deoxy-(2-acetamido)-β-D-glucopyranosyl-L-threonine